C(C)C(C=C(C(=O)[O-])C)CCCC 4-ethyl-2-methyl-2-octenoate